FC(CCCC\C=C/[C@@H](\C=C/C\C=C/C\C=C/[C@@H]1[C@@H](C1)C(=O)OC(CO)CO)C)(F)F 1,3-dihydroxypropan-2-yl (1R,2R)-2-((S,1Z,4Z,7Z,10Z)-16,16,16-trifluoro-9-methylhexadeca-1,4,7,10-tetraen-1-yl)cyclopropane-1-carboxylate